(2-(3-(1-methyl-1H-indazol-6-yl)-1,4-dihydro-thieno[2',3':4,5]cyclopenta[1,2-c]pyrazol-6-yl)pyridin-4-yl)(morpholino)methanone CN1N=CC2=CC=C(C=C12)C=1C2=C(NN1)C1=C(C2)SC(=C1)C1=NC=CC(=C1)C(=O)N1CCOCC1